ClC1=C(OC=2C=C3CCN(CC3=CC2)CC2=CC=NC=C2)C(=CC(=C1)[N+](=O)[O-])Cl 6-(2,6-dichloro-4-nitrophenoxy)-2-(pyridin-4-ylmethyl)-3,4-dihydroisoquinoline